4-((S)-10-Acryloyl-2-fluoro-14-oxo-8,8a,9,10,11,12-hexahydro-7H,14H-pyrazino[1',2':5,6][1,5]diazocino[3,2,1-hi]indazol-3-yl)-2-amino-7-fluorobenzo[b]thiophene-3-carbonitrile C(C=C)(=O)N1C[C@H]2N(C(C=3C=C(C(=C4C=NN(C34)CC2)C2=CC=C(C=3SC(=C(C32)C#N)N)F)F)=O)CC1